2-nonylundecyl 8-{({[1-(N,N-dimethylglycyl)piperidin-4-yl]oxy}carbonyl)[(1r,3r)-3-{2-oxo-2-[(2-undecyltridecyl)oxy]ethyl}cyclobutyl]amino}octanoate CN(CC(=O)N1CCC(CC1)OC(=O)N(CCCCCCCC(=O)OCC(CCCCCCCCC)CCCCCCCCC)C1CC(C1)CC(OCC(CCCCCCCCCCC)CCCCCCCCCCC)=O)C